CC1=CC=C(C=C1)S(=O)(=O)O (R)-p-toluenesulfonic acid